ClC1=C(C=C2C=C(N=CC2=C1)NC(=O)[C@@H]1CC12COCC2)C2CCN(CC2)[C@@H]2COC[C@@H]2O (1R,2S)-N-(7-chloro-6-(1-((3R,4R)-4-hydroxytetrahydrofuran-3-yl)piperidin-4-yl)isoquinolin-3-yl)-5-oxaspiro[2.4]heptane-1-carboxamide